N-(2-(1-aminopropyl)pyridin-4-yl)cyclopropanesulfonamide hydrogen chloride Cl.NC(CC)C1=NC=CC(=C1)NS(=O)(=O)C1CC1